6-[2-[(2S)-2-methylazetidin-1-yl]-6,7-dihydro-5H-cyclopenta[d]pyrimidin-4-yl]isoquinoline-1,3-diol C[C@@H]1N(CC1)C=1N=C(C2=C(N1)CCC2)C=2C=C1C=C(N=C(C1=CC2)O)O